N[C@@H]1CC[C@H](CC1)N1C(N(CC1)C1=NC=C(N=C1)C(F)F)=O 1-(trans-4-aminocyclohexyl)-3-[5-(difluoromethyl)-2-pyrazinyl]-2-imidazolidinone